4-[(methoxymethyl)-sulfanyl]benzoic acid methyl ester COC(C1=CC=C(C=C1)SCOC)=O